3-(4-nitrophenyl)-3,6-diazabicyclo[3.2.1]octane [N+](=O)([O-])C1=CC=C(C=C1)N1CC2CNC(C1)C2